C(#C)C1=CC=C(CN2CC(C2)OC)C=C1 1-(4-ethynylbenzyl)-3-methoxyazetidine